di(pentadecan-8-yl) 5-mercaptononanedioate SC(CCCC(=O)OC(CCCCCCC)CCCCCCC)CCCC(=O)OC(CCCCCCC)CCCCCCC